1,4-bis(methyldiethoxysilyl)butane C[Si](CCCC[Si](OCC)(OCC)C)(OCC)OCC